C(C1=CC=CC=C1)N1C[C@H]([C@@H](C1)C)C(=O)OCC Trans-ethyl 1-benzyl-4-methylpyrrolidine-3-carboxylate